ClC1=C(C(=CC=C1)Cl)NC1=C(C=CC=C1)CC(=O)NCCNC(C1=CN=CC=C1)=O N-(2-(2-(2-((2,6-dichlorophenyl)amino)phenyl)acetamido)ethyl)nicotinamide